C(N1[C@@H](CCC1)CC1=CNC=2C=CC=C(C12)O)([2H])([2H])[2H] (S)-3-((1-(methyl-d3)pyrrolidin-2-yl)methyl)-1H-indol-4-ol